indole-3-glycolic acid N1C=C(C2=CC=CC=C12)C(C(=O)O)O